5-bromo-3-[3-[[ethyl(methyl)sulfamoyl]amino]-6-fluoro-2-methyl-benzoyl]-1H-pyrrolo[2,3-b]pyridine BrC=1C=C2C(=NC1)NC=C2C(C2=C(C(=CC=C2F)NS(N(C)CC)(=O)=O)C)=O